((2S,4R,5R)-4-acetoxy-5-(2-amino-7-benzyl-8-oxo-7,8-dihydro-9H-purin-9-yl) tetrahydrofuran-2-yl)methyl acetate C(C)(=O)OC[C@H]1O[C@H]([C@@H](C1)OC(C)=O)N1C2=NC(=NC=C2N(C1=O)CC1=CC=CC=C1)N